CC=1N=C(SC1C1=CC(=CC(=C1)C[C@H]1COCC1)N1CCOCC1)N (R)-4-methyl-5-(3-morpholino-5-((tetrahydrofuran-3-yl)methyl)phenyl)thiazol-2-amine